CC1=C(C=C(C=C1)C=1C=NC(=CC1)C(=O)N1CCN(CC1)C)N(C(=S)N)CCC 1-(2-Methyl-5-(6-(4-methylpiperazine-1-carbonyl)pyridin-3-yl)phenyl)-1-propylthiourea